5'-methyl-2'-(prop-1-en-2-yl)-4-propyl-1',2',3',4'-tetrahydro-[1,1'-biphenyl]-2,6-diol CC=1CCC(C(C1)C=1C(=CC(=CC1O)CCC)O)C(=C)C